N,N-diisopropyl(ethyl)amine C(C)(C)N(C(C)C)CC